(S)-N-(5-methyl-4-oxo-2,3,4,5-tetrahydropyrido[3,2-b][1,4]oxazepin-3-yl)-5-(1-phenylcyclopropyl)-4H-1,2,4-triazole-3-carboxamide CN1C2=C(OC[C@@H](C1=O)NC(=O)C1=NN=C(N1)C1(CC1)C1=CC=CC=C1)C=CC=N2